(2R,3S)-2-(3-(7-(trifluoromethyl)-1H-benzo[d]imidazol-1-yl)propyl)piperidin-3-ol FC(C1=CC=CC2=C1N(C=N2)CCC[C@H]2NCCC[C@@H]2O)(F)F